COC1=CC=C(C=C1)/C=C/C(=O)C1=CC=C(C=C1)C(F)(F)F (E)-3-(4-methoxyphenyl)-1-(4-(trifluoromethyl)phenyl)prop-2-en-1-one